COC(=O)C1(C(C2=CC=CC=C2C1)=O)C 2-methyl-1-oxo-2,3-dihydro-1H-indene-2-carboxylic acid methyl ester